NC1=C(C=CC(=C1F)NCC1=CC=C(C=C1)C(F)(F)F)NC(CCC\C=C/CCCC)=O (Z)-N-(2-Amino-3-fluoro-4-((4-(trifluoromethyl)benzyl)amino)phenyl)dec-5-enamid